Ytterbium(III) trifluoromethanesulfonate disodium (2R)-2-{[(carboxylatomethyl)-(methyl)carbamoyl]amino}-3-{[(2E)-3,7,11,15-tetramethylhexadec-2-en-1-yl]sulfanyl}propanoate C(=O)([O-])CN(C(=O)N[C@H](C(=O)[O-])CSC\C=C(\CCCC(CCCC(CCCC(C)C)C)C)/C)C.[Na].[Na].FC(S(=O)(=O)[O-])(F)F.[Yb+3]